(R)-2-methyl-3-(1-((4-methyl-7-(5-methyl-8-oxa-2,5-diazaspiro[3.5]nonan-2-yl)phthalazin-1-yl)amino)ethyl)benzonitrile Formate salt C(=O)O.CC1=C(C#N)C=CC=C1[C@@H](C)NC1=NN=C(C2=CC=C(C=C12)N1CC2(C1)N(CCOC2)C)C